4-(5-((1S,5R)-3-(7-cyano-3-fluoropyrazolo[1,5-a]pyridin-4-yl)-5-(trifluoromethyl)-3-azabicyclo[3.1.0]hexan-1-yl)-1,3,4-oxadiazol-2-yl)piperidine-1-carboxylic acid tert-butyl ester C(C)(C)(C)OC(=O)N1CCC(CC1)C=1OC(=NN1)[C@@]12CN(C[C@]2(C1)C(F)(F)F)C=1C=2N(C(=CC1)C#N)N=CC2F